tert-butyl rel-N-[(1R,3R,4R)-3-(4-chlorophenyl)-4-(morpholine-4-carbonyl)cyclopentyl]carbamate ClC1=CC=C(C=C1)[C@@H]1C[C@H](C[C@H]1C(=O)N1CCOCC1)NC(OC(C)(C)C)=O |o1:7,9,11|